N1(N=CC2=CC=CC=C12)CC(=O)NCC(=O)NCC(=O)O {2-[2-(indazol-1-yl)acetamido]acetamido}acetic acid